5-(3-(4-(4-chlorophenyl)-3-oxopiperazin-1-yl)propyl)-8-fluoropyrrolo[1,2-a]quinoxalin-4(5H)-one diisobutyl-4,9-dicyanoperylene-3,10-dicarboxylate C(C(C)C)OC(=O)C=1C=CC=2C3=CC=C(C=4C(=CC=C(C5=CC=C(C1C52)C#N)C43)C#N)C(=O)OCC(C)C.ClC4=CC=C(C=C4)N4C(CN(CC4)CCCN4C(C=3N(C5=CC(=CC=C45)F)C=CC3)=O)=O